(4-nitrophenyl) [(1S)-1-phenylethyl] carbonate C(OC1=CC=C(C=C1)[N+](=O)[O-])(O[C@@H](C)C1=CC=CC=C1)=O